ClC1=CN(C2=CC(=C(C=C12)CNCCC(=O)O)F)C1=NOC(=N1)C1=CC(=C(C=C1)OC(C)C)Cl 3-(((3-chloro-1-(5-(3-chloro-4-isopropoxyphenyl)-1,2,4-oxadiazol-3-yl)-6-fluoro-1H-indol-5-yl)methyl)amino)propionic acid